CC(C(=O)O)(C=C)C 2,2-dimethyl-3-butenoic acid